C(C1=CC=CC=C1)OCC1=NN(C(N1CC)=O)C=1C=C2C(CN(C(C2=CC1F)=O)C=1C(=NC=CC1C)Cl)C(=C)C 6-(3-((Benzyloxy)methyl)-4-ethyl-5-oxo-4,5-dihydro-1H-1,2,4-triazol-1-yl)-2-(2-chloro-4-methylpyridin-3-yl)-7-fluoro-4-(prop-1-en-2-yl)-3,4-dihydroisoquinolin-1(2H)-one